silicon germanium antimony boron [B].[Sb].[Ge].[Si]